ClC=1C=C(C=NC1)C=1C=C(C=CC1)[C@H](C)N1C(N=CC=C1C=1C=CC2=C(C(=CO2)C)C1)C N-[(1S)-1-[3-(5-chloropyridin-3-yl)phenyl]ethyl]-2-methyl-6-(3-methyl-1-benzofuran-5-yl)pyrimidin